FC=1C(=CC(=NC1)OC)C1=CC(=NN1)C(=O)N1C2(CC2)C[C@H](CC1)C(=O)N[C@H](C)C1=NN2C(CN(CC2)C)=C1 (S)-4-(5-(5-fluoro-2-methoxypyridin-4-yl)-1H-pyrazole-3-carbonyl)-N-((R)-1-(5-methyl-4,5,6,7-tetrahydropyrazolo[1,5-a]pyrazin-2-yl)ethyl)-4-azaspiro[2.5]octane-7-carboxamide